Cl.C(#C)C1=CC=C(CNC2CC2)C=C1 N-(4-ethynylbenzyl)cyclopropaneamine hydrochloride